ClC1=C(C(=CC=C1)F)NC(=O)C1=CC(=C(C=C1O[C@H](C(F)(F)F)C)C=1SC(=C(N1)C(=O)OC)CC)F (S)-methyl 2-(4-((2-chloro-6-fluorophenyl)carbamoyl)-2-fluoro-5-((1,1,1-trifluoropropan-2-yl)oxy)phenyl)-5-ethylthiazole-4-carboxylate